N-(2,6-dioxopiperidin-3-yl)-5-(piperidin-4-yl)picolinamide hydrochloride salt Cl.O=C1NC(CCC1NC(C1=NC=C(C=C1)C1CCNCC1)=O)=O